[N-(4-amino-5-benzoyl-thiazol-2-yl)-2-chloro-4-(trifluoromethoxy)anilino]propanamide NC=1N=C(SC1C(C1=CC=CC=C1)=O)N(C1=C(C=C(C=C1)OC(F)(F)F)Cl)C(C(=O)N)C